NC=1C=CC(=C(C(=O)N)C1)C(C(C(F)(F)F)(F)F)(F)F 5-amino-2-(1,1,2,2,3,3,3-heptafluoropropyl)benzamide